dysprosium-holmium oxide [O-2].[Ho+3].[Dy+3].[O-2].[O-2]